methyl (2E)-2-(2-{[6-(2-cyanophenoxy)pyrimidinyl]oxy}phenyl)-3-methoxyprop-2-enoate C(#N)C1=C(OC2=CC=NC(=N2)OC2=C(C=CC=C2)/C(/C(=O)OC)=C\OC)C=CC=C1